([1,1':4',1''-terphenyl]-4-yl-2'',3'',4'',5'',6''-d5)boronic acid C1(=CC=C(C=C1)B(O)O)C1=CC=C(C=C1)C1=C(C(=C(C(=C1[2H])[2H])[2H])[2H])[2H]